tert-Butyl (2S,4S)-4-methoxy-2-methylpyrrolidine-1-carboxylate CO[C@H]1C[C@@H](N(C1)C(=O)OC(C)(C)C)C